CN1[C@H](C(N2C3=C(N=C(N=C13)NCC=1C=NC(=CC1)OCC1=CC=C(C=C1)C(F)(F)F)CCC2)=O)C (S)-4,5-Dimethyl-2-(((6-((4-(trifluoromethyl)benzyl)oxy)pyridin-3-yl)methyl)amino)-4,5,9,10-Tetrahydro-6H,8H-pyrido[3,2,1-de]pteridine-6-one